C1(CCCCC1)C(CN)N 1-cyclohexylethane-1,2-diamine